suberic acid calcium salt [Ca+2].C(CCCCCCC(=O)[O-])(=O)[O-]